CN(C=1C=C2CCN[C@H](C2=CC1)CNC1=C(C(=O)O)C=CN=C1)C1=CC=C(C=C1)CC(F)(F)F (R)-3-(((6-(methyl(4-(2,2,2-trifluoro-ethyl)phenyl)amino)-1,2,3,4-tetrahydro-isoquinolin-1-yl)methyl)amino)isonicotinic acid